7-Bromo-8-fluoro-2'-(methylthio)-4'-(1,4-oxazepan-4-yl)-3,4,5',8'-tetrahydro-2H-spiro[naphthalene-1,7'-pyrano[4,3-d]pyrimidine] BrC1=CC=C2CCCC3(CC=4N=C(N=C(C4CO3)N3CCOCCC3)SC)C2=C1F